2-chloroethyl (3-chlorophenyl)carbamate ClC=1C=C(C=CC1)NC(OCCCl)=O